1-(6-(((1S,3S)-3-((3H-Imidazo[4,5-b]pyridin-2-yl)amino)cyclopentyl)amino)pyridin-3-yl)-1,3-dihydro-2H-benzo[d]imidazol-2-one N1=C(NC2=NC=CC=C21)N[C@@H]2C[C@H](CC2)NC2=CC=C(C=N2)N2C(NC1=C2C=CC=C1)=O